FC1=CC=C(C=C1)C1=C(N(C=N1)C(C)C)C=1N=C(SC1)C(=O)NC1=C(C=C(C=C1)C1CN(C1)C([2H])([2H])[2H])F 4-[5-(4-fluorophenyl)-3-isopropyl-imidazol-4-yl]-N-[2-fluoro-4-[1-(trideuteriomethyl)azetidin-3-yl]phenyl]thiazole-2-carboxamide